C1N(CC12CCCC2)CC=2NC1=CC(=CC=C1C2)CNC(=O)C=2N=C1N(C(C2)=O)C=CC=C1 N-{[2-({2-azaspiro[3.4]octan-2-yl}methyl)-1H-indol-6-yl]methyl}-4-oxo-4H-pyrido[1,2-a]pyrimidine-2-carboxamide